CC1C(C12C(NC1=C2C=C2C=NC=NC2=C1)=O)C dimethylspiro[cyclopropane-1,6'-pyrrolo[3,2-g]quinazolin]-7'(8'H)-one